3-({[(4R)-7-[(4-cyclopropylphenyl)(methyl)amino]-3,4-dihydro-2H-1-benzopyran-4-yl]methyl}amino)pyridine-4-carboxylic acid C1(CC1)C1=CC=C(C=C1)N(C1=CC2=C([C@@H](CCO2)CNC=2C=NC=CC2C(=O)O)C=C1)C